[Na+].N[C@@H](CCS)C(=O)[O-] homocysteine sodium salt